I.I.C(CN)N ethylenediamine di-hydroiodide